4-(4-Methylpiperazin-1-yl)-N-[6-[4-(2-pyridyl)piperazin-1-yl]-3-pyridyl]benzamid CN1CCN(CC1)C1=CC=C(C(=O)NC=2C=NC(=CC2)N2CCN(CC2)C2=NC=CC=C2)C=C1